FC1CC(N(C1)C(CCC1=NC=CC=C1OC)=O)C(=O)NC(C1=CC=C(C=C1)C(C)C)C1=CC=CC=C1 4-fluoro-1-[3-(3-methoxypyridin-2-yl)propionyl]-N-{phenyl-[4-(propan-2-yl)phenyl]methyl}pyrrolidine-2-carboxamide